ClC1=NC(=CC(=C1)C1CC(C1)OC)S(=O)(=O)C 2-chloro-6-methanesulfonyl-4-(3-methoxycyclobutyl)pyridine